ClC1=CC=C(CNC(=O)NCCCCC2CCN(CC2)C(CC=2C=NC(=CC2)C)=O)C=C1 1-(4-chlorobenzyl)-3-(4-(1-(2-(6-methylpyridin-3-yl)acetyl)piperidin-4-yl)butyl)urea